4-chloro-1-(1-(4-(6-(3-methoxyazetidin-1-yl)pyrazin-2-yl)-1H-1,2,3-triazol-1-yl)ethyl)pyridin-2(1H)-one ClC1=CC(N(C=C1)C(C)N1N=NC(=C1)C1=NC(=CN=C1)N1CC(C1)OC)=O